ClC=1C(=CC(=C(CN2[C@@H](CCCC2)C(=O)O)C1)OCC=1C=NC=C(C1)C#N)OCC1=C(C(=CC=C1)B1OC(C(O1)(C)C)(C)C)C (S)-1-(5-chloro-2-((5-cyanopyridin-3-yl)methoxy)-4-((2-methyl-3-(4,4,5,5-tetramethyl-1,3,2-dioxaborolan-2-yl)benzyl)oxy)-benzyl)piperidine-2-carboxylic acid